1-(4-(4-fluorophenyl)-5-(2-methoxyethoxy)pyrimidin-2-yl)-N-(4-methyl-1-azabicyclo[3.2.2]non-4-yl)piperidine-4-carboxamide FC1=CC=C(C=C1)C1=NC(=NC=C1OCCOC)N1CCC(CC1)C(=O)NC1(CCN2CCC1CC2)C